cyclohexylmethyl-4,5,6,7-tetrahydrothieno[3,2-c]pyridine-3-carbonitrile C1(CCCCC1)CC1=C(C=2CNCCC2S1)C#N